(S)-(1-((3-chloro-2-fluorobenzyl)amino)-3-hydroxy-1-oxoprop-2-yl)carbamic acid tert-butyl ester C(C)(C)(C)OC(N[C@H](C(=O)NCC1=C(C(=CC=C1)Cl)F)CO)=O